6-fluoro-7-[3-(methoxycarbamoyl)azetidin-1-yl]-4-oxo-1-(1,3-thiazol-2-yl)-1,4-dihydro-1,8-naphthyridine-3-carboxylic acid FC=1C=C2C(C(=CN(C2=NC1N1CC(C1)C(NOC)=O)C=1SC=CN1)C(=O)O)=O